C1(CC1)[C@H](C)NC(=O)C1=CN=C(O1)C1=CC(=CC=C1)C1=NN(C(=C1)C(NC(CC)CC)=O)CCO (S)-N-(1-cyclopropylethyl)-2-(3-(1-(2-hydroxyethyl)-5-(pentan-3-ylcarbamoyl)-1H-pyrazol-3-yl)phenyl)oxazole-5-carboxamide